3-(hydroxymethyl)bicyclo[1.1.1]Pentane-1-carboxylic acid tert-butyl ester C(C)(C)(C)OC(=O)C12CC(C1)(C2)CO